OC1=C2C(C=C(C(C2=C(C=C1)O)=O)C(CC=C(C)C)O)=O 5,8-Dihydroxy-2-(1-hydroxy-4-methyl-3-pentenyl)-1,4-naphthoquinone